ethyl (S)-3-(benzyl((R)-1-phenylethyl)amino)-3-(3',5'-difluorobiphenyl-3-yl)propanoate C(C1=CC=CC=C1)N([C@@H](CC(=O)OCC)C=1C=C(C=CC1)C1=CC(=CC(=C1)F)F)[C@H](C)C1=CC=CC=C1